ClC1=C(C(=CC=C1Cl)OC)C1CCC(CN1C(=O)OC(C)(C)C)C(=O)OCC 1-tert-butyl 3-ethyl 6-(2,3-dichloro-6-methoxyphenyl)piperidine-1,3-dicarboxylate